3-(N-Boc-aminomethyl)pyrrolidine hydrochloride Cl.C(=O)(OC(C)(C)C)NCC1CNCC1